(S)-6-fluoro-1'-(6-((3-methoxypyridin-4-yl)thio)-1H-imidazo[4,5-b]pyrazin-2-yl)-1,3-dihydrospiro[indene-2,4'-piperidin]-1-amine FC1=CC=C2CC3(CCN(CC3)C3=NC=4C(=NC(=CN4)SC4=C(C=NC=C4)OC)N3)[C@@H](C2=C1)N